FC(S(=O)(=O)OC1=CC(N(C2=CC=C(N=C12)C#N)C)=O)(F)F 6-Cyano-1-methyl-2-oxo-1,2-dihydro-1,5-naphthyridin-4-yl trifluoromethanesulfonate